FC(C1=CC=C(C=N1)C=CC(=O)N)(F)F 3-[6-(trifluoromethyl)pyridin-3-yl]prop-2-enamide